3-(3-(4-(2-(methylamino)ethyl)phenyl)-5-phenyl-3H-imidazo[4,5-b]pyridin-2-yl)pyridin-2-amine CNCCC1=CC=C(C=C1)N1C(=NC=2C1=NC(=CC2)C2=CC=CC=C2)C=2C(=NC=CC2)N